Methyl (E)-1-(2-((1,3-dioxoisoindolin-2-yl) methyl)-3-fluoroallyl)-1H-pyrazole-5-carboxylate O=C1N(C(C2=CC=CC=C12)=O)C/C(/CN1N=CC=C1C(=O)OC)=C\F